Cl.NC1=NC(=CC(=N1)C1=CC[C@]2(C[C@H](NC2)C(=O)O)CC1)O[C@@H](C(F)(F)F)C1=C(C=C(C=C1)Cl)C=1COCCC1 (3S,5S)-8-(2-amino-6-((R)-1-(4-chloro-2-(5,6-dihydro-2H-pyran-3-yl)phenyl)-2,2,2-trifluoroethoxy)pyrimidin-4-yl)-2-azaspiro[4.5]dec-7-ene-3-carboxylic acid hydrochloride